FC(C1=CC=2C(=NC=CC2)N1C1CC(C1)O)(F)F (1r,3r)-3-(2-(trifluoromethyl)-1H-pyrrolo[2,3-b]pyridin-1-yl)cyclobutan-1-ol